ClC1=C(C=CC=C1F)C=1C(N(C(N(C1)CC(=O)O)=O)CCSC)=O [5-(2-chloro-3-fluoro-phenyl)-3-(2-methylsulfanyl-ethyl)-2,4-dioxo-3,4-dihydro-2H-pyrimidin-1-yl]-acetic acid